CN(S(=O)(=O)C=1C=CC=2N(N1)C(=NN2)C(F)(F)F)[C@@H](C(F)(F)F)C2=CC=C(C=C2)F (R)-N-methyl-N-(2,2,2-trifluoro-1-(4-fluorophenyl)ethyl)-3-(trifluoromethyl)-[1,2,4]triazolo[4,3-b]pyridazine-6-sulfonamide